C(C)(C)(C)OC(=O)C12C(CC(CC1)CC2)C(=O)O 1-(tert-butoxycarbonyl)bicyclo[2.2.2]octane-2-carboxylic acid